O[C@@H](C)C=1C=C(C=C2C(C(=C(OC12)C=1C=NN(C1)CC1(CC1)OC1OCCCC1)C)=O)C 8-[(1S)-1-Hydroxyethyl]-3,6-dimethyl-2-[1-[(1-tetrahydropyran-2-yloxycyclopropyl)methyl]pyrazol-4-yl]chromen-4-one